COC=1C=C(CN(C=2OC(=C(N2)C)CN2CCOCC2)CC2=CC(=CC=C2)N2CCCC2)C=CC1 N-(3-methoxybenzyl)-4-methyl-5-(morpholinomethyl)-N-(3-(pyrrolidin-1-yl)benzyl)oxazol-2-amine